N[C@@H](CC1=CC=CC=C1)C(=O)O.C(CCC)N1CN(C=C1)C 1-butyl-3-methylimidazole-L-phenylalanine salt